ClC=1C=CC(=C(C1)N1CCN(CC1)C(=O)OC(C)(C)C)F tert-butyl 4-(5-chloro-2-fluoro-phenyl)piperazine-1-carboxylate